OC1(CC(C1)N1C=C(C2=C1N=NC(=C2)C2=C(C=C(C=C2C)C)O)C)C 2-{7-[(1s,3s)-3-hydroxy-3-methylcyclobutyl]-5-methyl-7H-pyrrolo[2,3-c]pyridazin-3-yl}-3,5-dimethylphenol